C(C)NC[C@H](C)OC1=C(C(=NN1C)C)C=1C=C2C(=NN(C2=C(C1)F)C1OCCCC1)C=C (2S)-N-ethyl-2-((4-(7-fluoro-1-(tetrahydro-2H-pyran-2-yl)-3-vinyl-1H-indazol-5-yl)-1,3-dimethyl-1H-pyrazol-5-yl)oxy)propan-1-amine